COC(CN)(C)C 2-methoxy-2-methylpropan-1-amine